(R)-(4'-chloro-6-(chloromethyl)-4-methyl-2,3,4,5-tetrahydro-[1,1'-biphenyl]-4-yl)methanol ClC1=CC=C(C=C1)C=1CC[C@@](CC1CCl)(C)CO